IC1=C2C(=NC=C1)N(N=C2)C2=NN(C=C2)COCC[Si](C)(C)C 4-iodo-1-(1-((2-(trimethylsilyl)ethoxy)methyl)-1H-pyrazol-3-yl)-1H-pyrazolo[3,4-b]pyridin